ClC=1C(NC=2C=C(C=NC2C1)CN1[C@@H]([C@H](C1)OC=1C=CC(=NC1)C(=O)NC1CC1)C)=O 5-(((2R,3S)-1-((7-chloro-6-oxo-5,6-dihydro-1,5-naphthyridin-3-yl)methyl)-2-methylazetidin-3-yl)oxy)-N-cyclopropylpicolinamide